C(C)(C)(C)OC(=O)N1CCC2(CC2)CC1 (R)-6-(tert-butoxycarbonyl)-6-azaspiro[2.5]octane